3-[4-[4-hydroxy-7-(2-methoxy-3-pyridinyl)thieno[3,2-c]pyridin-6-yl]pyrazol-1-yl]azetidine-1-carboxylic acid tert-butyl ester C(C)(C)(C)OC(=O)N1CC(C1)N1N=CC(=C1)C1=C(C2=C(C(=N1)O)C=CS2)C=2C(=NC=CC2)OC